Tert-butyl N-[[(2R)-4-[3-[1-(2,6-dioxo-3-piperidyl)-3-methyl-2-oxo-benzimidazol-5-yl]propyl] morpholin-2-yl]methyl]carbamate O=C1NC(CCC1N1C(N(C2=C1C=CC(=C2)CCCN2C[C@H](OCC2)CNC(OC(C)(C)C)=O)C)=O)=O